C1(CC1)CCN(C1=C2CN(C(C2=CC=C1)=O)C1C(NC(CC1)=O)=O)C1CCC(CC1)N(C)CCOC 3-(4-((2-cyclopropylethyl)((1s,4s)-4-((2-methoxyethyl)(methyl)amino)cyclohexyl)amino)-1-oxoisoindolin-2-yl)piperidine-2,6-dione